6-chloro-4-(2-(methylsulfonyl)ethyl)-3,4-dihydro-2H-benzo[b][1,4]oxazine-2-carboxylic acid ethyl ester C(C)OC(=O)C1CN(C2=C(O1)C=CC(=C2)Cl)CCS(=O)(=O)C